bromo-oxetane C1COC1Br